ethoxyethyl α-fluoroacrylate FC(C(=O)OCCOCC)=C